(1R,3R)-3-[(1E)-3-methoxy-2-methyl-3-oxo-1-propenyl]-2,2-dimethylcyclopropanecarboxylic acid (1S)-2-methyl-4-oxo-3-(2Z)-2,4-pentadienyl-2-cyclopenten-1-yl Ester CC=1[C@H](CC(C1C\C=C/C=C)=O)OC(=O)[C@H]1C([C@@H]1\C=C(\C(=O)OC)/C)(C)C